CC1=C(C=C(N)C=C1)B1OC(C(O1)(C)C)(C)C 4-Methyl-3-(4,4,5,5-tetramethyl-1,3,2-dioxaborolan-2-yl)aniline